C(C1=CC=CC=C1)OC1=NC(=CC=C1C1=CC(=C(C=C1)N1CCC(CC1)(C)CN1CCC2(CC(C2)NC(OCC2=CC=CC=C2)=O)CC1)F)OCC1=CC=CC=C1 benzyl (7-((1-(4-(2,6-bis(benzyloxy)pyridin-3-yl)-2-fluorophenyl)-4-methylpiperidin-4-yl)methyl)-7-azaspiro[3.5]nonan-2-yl)carbamate